FC1=CC(=C(OC=2C(=NC=NC2)N2CC3(C2)OCC(C3)N3CC2=CC=C(C=C2CC3)F)C=C1)C=1C(=NC=NC1)C(C)C 2-(5-(4-fluoro-2-(4-isopropylpyrimidin-5-yl)phenoxy)pyrimidin-4-yl)-7-(6-fluoro-3,4-dihydroisoquinolin-2(1H)-yl)-5-oxa-2-azaspiro[3.4]octane